N[C@H](C(=O)O)CC1=CNC2=NC=C(C=C21)C (S)-2-amino-3-(5-methyl-1H-pyrrolo[2,3-b]pyridin-3-yl)propanoic acid